N-(4-{4-[3-(2-Chloro-5-cyclopropyl-phenyl)-ureido]-3-fluoro-phenoxymethyl}-pyridin-2-yl)-acetamide ClC1=C(C=C(C=C1)C1CC1)NC(NC1=C(C=C(OCC2=CC(=NC=C2)NC(C)=O)C=C1)F)=O